2-amino-5-formamido-N,3-dimethylaniline NC1=C(NC)C=C(C=C1C)NC=O